C(#N)CC(=O)NC1=CC(=C(C(=C1)C)C=1C=C2C(=CN1)NN=C2C=2C=NN(C2)C)F 2-cyano-N-(3-fluoro-5-methyl-4-(3-(1-methyl-1H-pyrazol-4-yl)-1H-pyrazolo[3,4-c]pyridin-5-yl)phenyl)acetamide